Cl.N[C@H]1[C@@](C(CC1)=O)(C)CC1=C(C=CC=C1)Br (2R,3R)-3-amino-2-(2-bromobenzyl)-2-methylcyclopentan-1-one hydrochloride